(7-(diethylamino)-2-oxo-2H-chromen-4-yl)methyl 3,6-diphenyl-1,2,4,5-tetrazine-1(4H)-carboxylate C1(=CC=CC=C1)C1=NN(C(=NN1)C1=CC=CC=C1)C(=O)OCC1=CC(OC2=CC(=CC=C12)N(CC)CC)=O